C1(=CC=CC=C1)C1CCN(CC1)C1=C(CN2CCNCC2)C=CC(=C1)C(F)(F)F 1-(2-(4-phenylpiperidin-1-yl)-4-(trifluoromethyl)benzyl)piperazine